1-allyl-4-(6-(difluoromethyl)-5-methylpyridin-3-yl)-2,2-dimethyl-1,2-dihydroquinazoline C(C=C)N1C(N=C(C2=CC=CC=C12)C=1C=NC(=C(C1)C)C(F)F)(C)C